N,N-Diethyl-Aniline C(C)N(C1=CC=CC=C1)CC